C(C1=CC=CC=C1)N1[C@H]2[C@H](CN([C@H]2C1)C(=O)OC(C)(C)C)OS(=O)(=O)C tert-butyl (1S,4S,5R)-6-benzyl-4-(methylsulfonyloxy)-2,6-diazabicyclo[3.2.0]Heptane-2-carboxylate